C(C)(C)N1CCN(CC1)C(=O)O[C@@H]1CC[C@H](CC1)C(N(C[C@@H]1CC[C@H](CC1)C1=NC(=C(C=C1)OC)C)C1=NC=CC(=C1)C=1N=C(OC1)C1CC1)=O trans-4-((4-(2-Cyclopropyloxazol-4-yl)pyridine-2-yl)((trans-4-(5-methoxy-6-methylpyridin-2-yl)cyclohexyl)methyl)carbamoyl)cyclohexyl 4-isopropylpiperazine-1-carboxylate